4-cyano-4-(benzyl-sulfanyl-thiocarbonyl)sulfanyl-pentanoic acid C(#N)C(CCC(=O)O)(C)SC(=S)SCC1=CC=CC=C1